3-(4-fluorobenzyl)-5-methyleneoxazolidine FC1=CC=C(CN2COC(C2)=C)C=C1